N1C=NC2=C1C=CC(=C2)N2C(NC(C2C2=CC=C(C=C2)C2=CN=C(S2)C(F)(F)F)=O)=O 1-(1H-Benzoimidazol-5-yl)-5-{4-[2-(trifluoromethyl)-1,3-thiazol-5-yl]phenyl}imidazolidine-2,4-dione